CN1CCC=2C1=NC1=CC=CC=C1C2N 1-methyl-2,3-dihydro-1H-pyrrolo[2,3-b]quinolin-4-ylamine